2-[4-[8-[3-chloro-4-[4-[2-(3-hydroxypyrrolidin-1-yl)ethyl]piperazine-1-carbonyl]anilino]imidazo[1,2-a]pyrazin-3-yl]-2,3-difluorophenoxy]acetonitrile ClC=1C=C(NC=2C=3N(C=CN2)C(=CN3)C3=C(C(=C(OCC#N)C=C3)F)F)C=CC1C(=O)N1CCN(CC1)CCN1CC(CC1)O